tert-butyl 8-[6-[(4-benzyloxycarbonylpiperazin-1-yl)methyl]-2-pyridyl]-3,8-diazabicyclo[3.2.1]octane-3-carboxylate C(C1=CC=CC=C1)OC(=O)N1CCN(CC1)CC1=CC=CC(=N1)N1C2CN(CC1CC2)C(=O)OC(C)(C)C